(2S)-1-(7-(2-Amino-3-cyano-7-fluorobenzo[b]thiophen-4-yl)-6-chloro-8-fluoro-2-(((2R,7aS)-2-fluorotetrahydro-1H-pyrrolizin-7a(5H)-yl)methoxy)quinazolin-4-yl)pyrrolidine-2-carbonitrile NC1=C(C2=C(S1)C(=CC=C2C2=C(C=C1C(=NC(=NC1=C2F)OC[C@]21CCCN1C[C@@H](C2)F)N2[C@@H](CCC2)C#N)Cl)F)C#N